2-(5-(3,5-dichloro-4-fluorophenyl)-5-(trifluoromethyl)-4,5-dihydroisoxazol-3-yl)-2,3-dihydro-1H-pyrrolo[3,4-c]pyridine-6-carboxylic acid ClC=1C=C(C=C(C1F)Cl)C1(CC(=NO1)N1CC=2C=NC(=CC2C1)C(=O)O)C(F)(F)F